NC1C2CN(CC1CC2)C=2N(C(C1=C(N2)NC=C1C1=C(C2=CN(N=C2C=C1)C)Cl)=O)C 2-(Endo-8-amino-3-azabicyclo[3.2.1]oct-3-yl)-5-(4-chloro-2-methyl-2H-indazol-5-yl)-3-methyl-3,7-dihydro-4H-pyrrolo[2,3-d]pyrimidin-4-one